CN1N=CC2=C1N=C(C=C2C(=O)O)C 1,6-dimethyl-1H-pyrazolo[3,4-b]pyridine-4-carboxylic acid